(7R)-7,8-Difluoro-N-(4-((4-hydroxybenzyl)amino)phenyl)octanamid F[C@H](CCCCCC(=O)NC1=CC=C(C=C1)NCC1=CC=C(C=C1)O)CF